3-(4-(((R)-7-fluoro-4-(6-(((R)-tetrahydrofuran-3-yl)oxy)pyridin-3-yl)-2,3-dihydro-1H-inden-1-yl)oxy)phenyl)hex-4-ynoic acid tromethamine salt NC(CO)(CO)CO.FC=1C=CC(=C2CC[C@H](C12)OC1=CC=C(C=C1)C(CC(=O)O)C#CC)C=1C=NC(=CC1)O[C@H]1COCC1